carbonyl-2-fluorenebutyric acid C(=O)=C(C(=O)O)CCC1=CC=2CC3=CC=CC=C3C2C=C1